methyl (2S)-2-amino-4-hydroxybutanoate hydrochloride Cl.N[C@H](C(=O)OC)CCO